2-Bromo-1-(3-fluoro-4-methoxyphenyl)ethan-1-one BrCC(=O)C1=CC(=C(C=C1)OC)F